BrC=1C=C2C(NC(NC2=CC1)C1=CC(=CC=C1)[N+](=O)[O-])=O 6-bromo-2-(3-nitrophenyl)-2,3-dihydroquinazolin-4(1H)-one